1-{N-[2-(4-morpholinyl)ethyl]-2-aminobenzo[d]thiazol-5-yl}-3-(4-chlorophenyl)urea N1(CCOCC1)CCN1C(SC2=C1C=C(C=C2)NC(=O)NC2=CC=C(C=C2)Cl)N